Cl.S1C(=CC=C1)S(=O)(=O)N(C1=CC2=C(N=C(S2)NC(=O)C2CCNCC2)C=C1)S(=O)(=O)C=1SC=CC1 N-(6-(N-(thien-2-ylsulfonyl)thiophene-2-sulfonylamino)benzo[d]thiazol-2-yl)piperidine-4-carboxamide hydrochloride